t-butyl (R)-(1-((4-decylphenyl)amino)-3-hydroxy-1-oxopropan-2-yl)carbamate C(CCCCCCCCC)C1=CC=C(C=C1)NC([C@@H](CO)NC(OC(C)(C)C)=O)=O